C(#N)C[C@@H](C1=CC=C(C=C1)S(=O)(=O)CC)NC(C1=CC=C(C=C1)N1[C@@H](C[C@H](C1)C1=CC=C(C=C1)C(F)(F)F)COC(F)F)=O N-((S)-2-cyano-1-(4-(ethylsulfonyl)phenyl)ethyl)-4-((2S,4S)-2-((difluoromethoxy)methyl)-4-(4-(trifluoromethyl)phenyl)pyrrolidin-1-yl)benzamide